C(=C)N1C(OCC1)=O 3-Vinyloxazolidin-2-one